ClC=1C=CC=2N=CN=C(C2N1)NC1=C(C(=C(C=C1)OC1=CC2=C(N(N=N2)C)C=C1)C)F 6-chloro-N-[2-fluoro-3-methyl-4-(1-methylbenzotriazol-5-yl)oxy-phenyl]pyrido[3,2-d]pyrimidin-4-amine